FC1=C(C=CC=C1C(F)(F)F)[C@@H](C)NC=1C2=C(N=C(N1)C)C1(N(C2)C2CCOCC2)CN(CC1)C N-((R)-1-(2-fluoro-3-(trifluoromethyl)phenyl)ethyl)-1,2'-dimethyl-6'-(tetrahydro-2H-pyran-4-yl)-5',6'-dihydrospiro[pyrrolidine-3,7'-pyrrolo[3,4-d]pyrimidin]-4'-amine